C(C1=CC=CC=C1)OC[C@]1(C(C1)(F)F)CN1CCC(CC1)CO[Si](C1=CC=CC=C1)(C1=CC=CC=C1)C(C)(C)C (R)-1-((1-((benzyloxy)methyl)-2,2-difluorocyclopropyl)methyl)-4-(((tert-butyldiphenylsilyl)oxy)methyl)piperidine